((3-methoxypropyl)sulfonyl)-[1,1'-biphenyl] COCCCS(=O)(=O)C1=C(C=CC=C1)C1=CC=CC=C1